C(N)(OC1=CN=NN1C)=O 1-methyl-1H-1,2,3-triazol-5-yl carbamate